BrC1=C(C=C(C=O)C=C1)CO 4-bromo-3-(hydroxymethyl)benzaldehyde